ClC1=NC=C(C(=C1)N1CC(CC1)CO)I (1-(2-chloro-5-iodopyridin-4-yl)pyrrolidin-3-yl)methanol